N-[[(2R,5S)-2-[3-(4-fluorophenoxy)phenyl]-3-oxo-1,4-thiazepan-5-yl]methyl]-1-methyl-imidazole-4-carboxamide FC1=CC=C(OC=2C=C(C=CC2)[C@H]2SCC[C@H](NC2=O)CNC(=O)C=2N=CN(C2)C)C=C1